diazouridine [N+](=[N-])=C([C@@H]1[C@H]([C@H]([C@@H](O1)N1C(=O)NC(=O)C=C1)O)O)O